NC=1SC(=CN1)CN1CCN(CC1)CC(=O)NC1=CC=C(C=C1)C 2-(4-((2-aminothiazol-5-yl)methyl)piperazin-1-yl)-N-(p-tolyl)acetamide